BrC=1C=C(C=C2CCCC(C12)=O)F 8-bromo-6-fluoro-3,4-dihydronaphthalen-1(2H)-one